2-((7-oxa-4-azaspiro[2.5]octan-4-yl)methyl)-7-(5-fluoro-2-(((3S,4R)-3-hydroxytetrahydro-2H-pyran-4-yl)amino)pyrimidin-4-yl)-1-isopropyl-3-methylquinolin-4(1H)-one C1CC12N(CCOC2)CC=2N(C1=CC(=CC=C1C(C2C)=O)C2=NC(=NC=C2F)N[C@H]2[C@@H](COCC2)O)C(C)C